C[C@H]1NC(C2=C(C=3C=4C=CC(=NC4C=CC3S2)C=2C=C(C#N)C=C(C2)N2CCNCC2)NC1)=O (R)-3-(10-methyl-8-oxo-9,10,11,12-tetrahydro-8H-[1,4]diazepino[5',6':4,5]thieno[3,2-f]quinolin-3-yl)-5-(piperazin-1-yl)benzonitrile